2-(((3S,5S,7S)-adamantan-1-yl)amino)-5-((1R,3S)-3-butyl-6-methoxy-1,2,3,4-tetrahydroisoquinolin-1-yl)benzonitrile C12(CC3CC(CC(C1)C3)C2)NC2=C(C#N)C=C(C=C2)[C@H]2N[C@H](CC3=CC(=CC=C23)OC)CCCC